2-Chloro-5-[(propionylamino)methyl]-N-{1-[4-(trifluoromethyl)phenyl]-1H-indazol-4-yl}benzamide ClC1=C(C(=O)NC2=C3C=NN(C3=CC=C2)C2=CC=C(C=C2)C(F)(F)F)C=C(C=C1)CNC(CC)=O